(R)-2-(4-(4-methoxypyrazolo[1,5-a]pyridin-2-yl)-1,4,6,7-tetrahydro-5H-imidazo[4,5-c]pyridin-5-yl)-5-(trifluoromethyl)-1,3,4-oxadiazole COC=1C=2N(C=CC1)N=C(C2)[C@@H]2N(CCC1=C2N=CN1)C=1OC(=NN1)C(F)(F)F